1-oxo-2-(2-oxo-1,3-dihydrobenzimidazol-5-yl)isoindoline-5-carboxylic acid ethyl ester C(C)OC(=O)C=1C=C2CN(C(C2=CC1)=O)C1=CC2=C(NC(N2)=O)C=C1